CCC(C=O)P(=O)(OOCC)O 3-methyl-ethoxyphosphono-propanal